NC1=C(C=CC=C1)N1C(=CC2=CC=CC=C12)C1C(N(C(C1)=O)CC1=CC=CC=C1)=O 3-(1-(2-Aminophenyl)-1H-indol-2-yl)-1-benzylpyrrolidine-2,5-dione